(S)-2-(7-(3-methyl-1H-pyrrolo[2,3-b]pyridin-5-yl)-2-(2-(2-methylpyridin-4-yl)acetyl)-1,2,3,4-tetrahydroisoquinolin-5-yl)pyrrolidine-1-carboxylic acid tert-butyl ester C(C)(C)(C)OC(=O)N1[C@@H](CCC1)C1=C2CCN(CC2=CC(=C1)C=1C=C2C(=NC1)NC=C2C)C(CC2=CC(=NC=C2)C)=O